C(N)(=O)C=1C=C(C=NC1OC)NC(=O)C(=O)N(CC1=NC=C(C=C1)C(F)(F)F)CC(C)C1CC1 N-(5-carbamoyl-6-methoxy-3-pyridyl)-N'-(2-cyclopropylpropyl)-N'-[[5-(trifluoromethyl)-2-pyridyl]methyl]oxamide